FC1=C(C(=C(C(=C1[B-](C1=C(C(=C(C(=C1F)F)F)F)F)(C1=C(C(=C(C(=C1F)F)F)F)F)C1=C(C(=C(C(=C1F)F)F)F)F)F)F)F)F.C1(=C(C=CC=C1)S[IH+])C tolylsulfanyl-iodonium tetrakis(pentafluorophenyl)borate